methoxy-3,4-dihydroxy-5-methoxy-[1,1'-biphenyl]-2-carbaldehyde COC=1C(=C(C(=C(C1C1=CC=CC=C1)C=O)O)O)OC